C(CCCCC)NC1=C(C=C(C=C1)[N+](=O)[O-])S(=O)(=O)N(C)C 2-(hexylamino)-N,N-dimethyl-5-nitro-benzenesulfonamide